COCOCCCC(CC(CC(C)[Mg]Cl)C)C 8-methoxymethoxy-1,3,5-trimethyloctyl-magnesium chloride